N-[(1-{[(2-Hydroxyethyl)(methyl)amino]methyl}cyclopentyl)methyl]-4H,5H,6H,7H,8H,9H,10H-cyclonona[b]thiophene-2-carboxamide OCCN(C)CC1(CCCC1)CNC(=O)C1=CC2=C(S1)CCCCCCC2